N-(1-((1-fluorocyclopropyl)methyl)-1H-pyrazolo[3,4-d]pyrimidin-6-yl)-6-methoxy-2-methyl-1,2,3,4-tetrahydroisoquinolin-7-amine FC1(CC1)CN1N=CC=2C1=NC(=NC2)NC2=C(C=C1CCN(CC1=C2)C)OC